FC(C)(F)C1=CC=C(C=C1)NC(CC1=CC=C(C=C1)C1=CC=2N(C=C1)N=CN2)=O N-[4-(1,1-Difluoroethyl)phenyl]-2-[4-([1,2,4]triazolo[1,5-a]pyridin-7-yl)phenyl]acetamide